OC(CNC(=O)C=1C(N(N=C(C1)C1=CC=C(C=C1)C(F)(F)F)C=1C=NN(C1)C)=O)(C)C N-(2-hydroxy-2-methylpropyl)-2-(1-methyl-1H-pyrazol-4-yl)-3-oxo-6-[4-(trifluoromethyl)phenyl]-2,3-dihydropyridazine-4-carboxamide